(2,6-bis(dimethylamino) pyridin-4-yl) methacrylate C(C(=C)C)(=O)OC1=CC(=NC(=C1)N(C)C)N(C)C